(2S)-1-tert-butoxycarbonyl-4-oxo-azetidine-2-carboxylic acid C(C)(C)(C)OC(=O)N1[C@@H](CC1=O)C(=O)O